3',6'-dimethoxy-10H-spiro[acridine-9,9'-fluorene] COC=1C=CC=2C3(C4=CC=C(C=C4C2C1)OC)C1=CC=CC=C1NC=1C=CC=CC13